FC1=C(C(=C(C=C1N1N=C(C=2C1=CN=C(C2)N2C1(CC1)CN(CC2)S(=O)(=O)C2=CC=CC=C2)C)C(F)(F)F)F)O 2,6-Difluoro-3-(3-methyl-5-(7-(phenylsulfonyl)-4,7-diazaspiro[2.5]octan-4-yl)-1H-pyrazolo[3,4-c]pyridin-1-yl)-5-(trifluoromethyl)phenol